(3R)-3-amino-7-(6-tert-butyl-1,2,4-triazin-3-yl)-5-[(4-chlorophenyl)methyl]-8-fluoro-1,1-dioxo-2,3-dihydro-1λ6,5-benzothiazepin-4-one N[C@H]1CS(C2=C(N(C1=O)CC1=CC=C(C=C1)Cl)C=C(C(=C2)F)C=2N=NC(=CN2)C(C)(C)C)(=O)=O